NC1=NC=CC=C1S(=O)(=O)NC(=O)C=1C(=NC(=CC1)C1=CC(=C(C=C1)C)C)N1C(C[C@@H](C1)C)(C)C N-[(2-Amino-3-pyridyl)sulfonyl]-6-(3,4-dimethylphenyl)-2-[(4S)-2,2,4-trimethylpyrrolidin-1-yl]pyridin-3-carboxamid